(2R,3S,5S)-4-[[3-(3-ethyl-4-fluoro-2-methoxy-phenyl)-5-methyl-5-(trifluoromethyl)tetrahydrofuran-2-carbonyl]amino]pyridine-2-carboxamide C(C)C=1C(=C(C=CC1F)[C@H]1[C@@H](O[C@@](C1)(C(F)(F)F)C)C(=O)NC1=CC(=NC=C1)C(=O)N)OC